C(CCCCCCCCCCCCCCC)[Si](OC)(OC)OC n-Hexadecyl-trimethoxysilan